N,N,7-Trimethylnaphtho[2,1-d]oxazol-2-amine CN(C=1OC2=C(N1)C=CC1=CC(=CC=C12)C)C